bis(dicyclobutylbismuthanyloxy)(cyclobutyl)bismuthane C1(CCC1)[Bi](O[Bi](C1CCC1)O[Bi](C1CCC1)C1CCC1)C1CCC1